NCC1=CC=C(C(=N1)OC=1C(=C(C[C@@H]2N(C[C@@H]([C@@H]2NS(=O)(=O)C)F)C(=O)OCC2=CC=CC=C2)C=CC1)F)C benzyl (2S,3R,4S)-2-(3-((6-(aminomethyl)-3-methylpyridin-2-yl)oxy)-2-fluorobenzyl)-4-fluoro-3-(methylsulfonamido)pyrrolidine-1-carboxylate